2-amino-5-(3,5-dimethyl-4-(1-methyl-1,2,3,6-tetrahydropyridin-4-yl)phenyl)-N-(2-(3-hydroxy-3-methylbut-1-ynyl)pyridin-4-yl)nicotinamide NC1=C(C(=O)NC2=CC(=NC=C2)C#CC(C)(C)O)C=C(C=N1)C1=CC(=C(C(=C1)C)C=1CCN(CC1)C)C